6-(methylsulfonimidoyl)thieno[3,2-c]pyridine-2-carboxylic acid CS(=O)(=N)C1=CC2=C(C=N1)C=C(S2)C(=O)O